t-butyl bromoacetate BrCC(=O)OC(C)(C)C